N,N-dimethyl-2-oxo-2-(4-phenylmethoxy-1H-indol-3-yl)acetamide CN(C(C(C1=CNC2=CC=CC(=C12)OCC1=CC=CC=C1)=O)=O)C